C(C)(C)(C)C=1C(=C(C(=O)O)C=CC1)O tert-butyl-hydroxybenzoic acid